tert-butyl-4-[2-(2,6-dioxo-3-piperidyl)-3-oxo-isoindolin-5-yl]piperidine C(C)(C)(C)N1CCC(CC1)C=1C=C2C(N(CC2=CC1)C1C(NC(CC1)=O)=O)=O